The molecule is a tetrapeptide composed of L-glutamic acid, L-aspartic acid and two L-glutamine units joined in sequence by peptide linkages. It has a role as a metabolite. It derives from a L-glutamic acid, a L-aspartic acid and a L-glutamine. C(CC(=O)O)[C@@H](C(=O)N[C@@H](CC(=O)O)C(=O)N[C@@H](CCC(=O)N)C(=O)N[C@@H](CCC(=O)N)C(=O)O)N